(S)-1-(3-chloro-4-fluorophenyl)-3-((1-oxo-1,2-dihydroisoquinolin-4-yl)methyl)urea ClC=1C=C(C=CC1F)NC(=O)NCC1=CNC(C2=CC=CC=C12)=O